P(=O)(O)(O)O.CC1=CC=2OC(C(N(C2N=C1NC1=NC(=NC=C1F)NC1=CC(=C(C(=C1)OC)OC)OC)[Na])=O)(C)C (methyl-6-((5-fluoro-2-((3,4,5-trimethoxyphenyl)amino)-pyrimidin-4-yl)amino)-2,2-dimethyl-3-oxo-2H-pyrido[3,2-b][1,4]oxazin-4(3H)-yl)sodium phosphate